(3-((14-amino-3,6,9,12-tetraoxatetradecyl)oxy)phenyl)-N-(5-methyl-4-(1-(2-methylbenzoyl)indol-5-yl)thiazol-2-yl)acetamide NCCOCCOCCOCCOCCOC=1C=C(C=CC1)CC(=O)NC=1SC(=C(N1)C=1C=C2C=CN(C2=CC1)C(C1=C(C=CC=C1)C)=O)C